COC1=CC=C(CC2=CC=CC=3C4=CC=CC=C4C(C23)O)C=C1 (4-methoxybenzyl)-9H-fluoren-9-ol